ClC1=CC(=C2C(=N1)N(C=C2I)COCC[Si](C)(C)C)OCCC 6-chloro-3-iodo-4-propoxy-1-((2-(trimethylsilyl)ethoxy)methyl)-1H-pyrrolo[2,3-b]pyridine